(2R,3R,4R,5S)-1-(2-Hydroxyethyl)-2-(2-hydroxymethyl)-3,4,5-piperidinetriol C1[C@@H]([C@H]([C@@H]([C@H](N1CCO)CO)O)O)O